COC(=O)C1=CC2=C(N=C(N2C[C@H]2OCC2)CN2CCC(=CC2)C=2C(=NC=CC2)OCC2=C(C=C(C=C2)Cl)F)C=C1 2-[[4-[2-[(4-chloro-2-fluoro-phenyl)methoxy]-3-pyridinyl]-3,6-dihydro-2H-pyridin-1-yl]methyl]-3-[[(2S)-oxetan-2-yl]methyl]benzimidazole-5-carboxylic acid methyl ester